ClC=1C(=CC(=NC1)NC1CCN(CC1)CC1=CC(=C(C=C1)C1C(NC(CC1)=O)=O)F)C=1N=C(SC1)NCC1(CCOCC1)C#N 4-(((4-(5-chloro-2-((1-(4-(2,6-dioxopiperidin-3-yl)-3-fluorobenzyl)piperidin-4-yl)amino)pyridin-4-yl)thiazol-2-yl)amino)methyl)tetrahydro-2H-pyran-4-carbonitrile